C(C)OC1=CC=C(C=C1)N1C(=NC2=C(C1=O)C1=C(S2)CCCC1)SCC(=O)O {[3-(4-ethoxyphenyl)-4-oxo-3,4,5,6,7,8-hexahydro[1]-benzothieno[2,3-d]pyrimidin-2-yl]thio}acetic acid